4-(2-acetyl-5-chlorophenyl)-5-methoxypyridine-2(1H)-one C(C)(=O)C1=C(C=C(C=C1)Cl)C1=CC(NC=C1OC)=O